bis(2-hydroxyethyl)decanamide CCCCCCCCCC(=O)N(CCO)CCO